C(C)(C)(C)OC(=O)N1[C@H]2CN(C[C@@H]1CC2)C2=NC(=NC(=C2C#N)Cl)SC (1R,5S)-3-(6-chloro-5-cyano-2-(methylthio)pyrimidin-4-yl)-3,8-diazabicyclo[3.2.1]octane-8-carboxylic acid tert-butyl ester